1-(1-(2-fluoro-4-nitrophenyl)piperidin-4-yl)azetidine-3-carboxylic acid FC1=C(C=CC(=C1)[N+](=O)[O-])N1CCC(CC1)N1CC(C1)C(=O)O